5,6-dichlorobenzooxazolinone ClC=1C(=CC2=C(NC(O2)=O)C1)Cl